(1S)-1-[(2S)-6,6-dimethylmorpholin-2-yl]ethan-1-ol CC1(O[C@@H](CNC1)[C@H](C)O)C